[6-chloro-4-(ethylamino)(1,3,5-triazin-2-yl)]ethylamine ClC1=NC(=NC(=N1)CCN)NCC